C(C)(C)(C)N1CC(OCC1)C#C tert-butyl-2-ethynylmorpholine